C(C=C)(=O)OCCCCCCCC normal-octyl acrylate